indole-3-butyric acid, potassium salt [K+].N1C=C(C2=CC=CC=C12)CCCC(=O)[O-]